COC1CCN(CC1)CC1=C(C=CC(=C1)B1OC(C(O1)(C)C)(C)C)N1CCOCC1 4-(2-((4-methoxypiperidin-1-yl)methyl)-4-(4,4,5,5-tetramethyl-1,3,2-dioxaborolan-2-yl)phenyl)morpholine